ammonium 2-[(4-{2-[(4-cyano-2-fluorobenzyl)oxy]pyridin-3-yl}piperidin-1-yl)methyl]-3-[(2S)-oxetan-2-ylmethyl]-3H-imidazo[4,5-b]pyridine-5-carboxylate C(#N)C1=CC(=C(COC2=NC=CC=C2C2CCN(CC2)CC2=NC=3C(=NC(=CC3)C(=O)[O-])N2C[C@H]2OCC2)C=C1)F.[NH4+]